ClC1=CC=C(O1)/C=C/C=O (2E)-3-(5-CHLORO-2-FURYL)ACRYLALDEHYDE